COC(=O)[C@]1(C=C[C@@H](C1)NC(=O)OC(C)(C)C)CC1=CC(=C(C=C1)F)C1=NC=C(C=N1)F (1R,4R)-4-((tert-Butoxycarbonyl)amino)-1-(4-fluoro-3-(5-fluoropyrimidin-2-yl)benzyl)cyclopent-2-ene-1-carboxylic acid methyl ester